N-phenyl-2-aminoethylmethyldiethoxysilane C1(=CC=CC=C1)NCC[Si](OCC)(OCC)C